2-methyl-styrene methacrylate C(C(=C)C)(=O)O.CC1=C(C=C)C=CC=C1